Guanidinium sulphate S(=O)(=O)([O-])[O-].NC(=[NH2+])N.NC(=[NH2+])N